ClC1=NC=C2N(C(N(C2=N1)CC1=CC=C(C=C1)C=1N(C=C(N1)C(F)(F)F)CC)=N)C 2-chloro-9-[[4-[1-ethyl-4-(trifluoromethyl)imidazol-2-yl]phenyl]methyl]-7-methyl-purin-8-imine